CNC(=O)C1=NC=CC(=C1)OC2=CC=C(C=C2)NC(=O)NC3=CC(=C(C=C3)Cl)C(F)(F)F The molecule is a member of the class of phenylureas that is urea in which one of the nitrogens is substituted by a 4-chloro-3-trifluorophenyl group while the other is substituted by a phenyl group which, in turn, is substituted at the para position by a [2-(methylcarbamoyl)pyridin-4-yl]oxy group. It has a role as an antineoplastic agent, an EC 2.7.11.1 (non-specific serine/threonine protein kinase) inhibitor, a tyrosine kinase inhibitor, an angiogenesis inhibitor and an anticoronaviral agent. It is a pyridinecarboxamide, a member of monochlorobenzenes, an aromatic ether, a member of (trifluoromethyl)benzenes and a member of phenylureas.